2-(4-cyano-3'-nitro-[1,1'-biphenyl]-2-carbonyl)-N-methylhydrazine-1-thiocarboxamide C(#N)C=1C=C(C(=CC1)C1=CC(=CC=C1)[N+](=O)[O-])C(=O)NNC(NC)=S